FC1([C@@H](COC1)NC(N(CC1=C(C=NC=C1)CC1CCOCC1)C)=O)F 3-[(3R)-4,4-difluorotetrahydrofuran-3-yl]-1-methyl-1-[[3-(tetrahydropyran-4-ylmethyl)-4-pyridyl]methyl]urea